C(C1=CC=CC=C1)O[C@@H]1[C@](CC1)(O)C |r| rac-(1S,2S)-2-(benzyloxy)-1-methylcyclobutan-1-ol